FC1=C2C3=C(C(OC2=CC(=C1)O)=O)C=C(C=C3)O fluoro-3,8-dihydroxy-6H-benzo[c]chromen-6-one